COCCCNC 3-methoxy-N-methyl-1-propanamine